COC1=CC=C(C=C1)S(=O)(=O)OC=1C=C(C=CC1)NC(=O)NC1=CC=C(C=C1)OS(=O)(=O)C1=CC=C(C=C1)OC N-[3-(p-methoxybenzenesulfonyloxy)phenyl]-N'-[4-(p-methoxybenzenesulfonyloxy)phenyl]urea